4-(1-((tert-butoxycarbonyl)amino)cyclopropyl)benzoic acid C(C)(C)(C)OC(=O)NC1(CC1)C1=CC=C(C(=O)O)C=C1